ONC(C1=CC=C(C=C1)COC1=CC=C(C=C1)N(C1=NC=NC2=CC=CC=C12)C)=O N-hydroxy-4-((4-(methyl-(4-quinazolinyl)amino)phenoxy)methyl)benzamide